C(C)OC(CCCCCCCCC)O ethoxydecanol